N-[1-(2-Chloro-7-methylthieno[3,2-d]pyrimidin-4-yl)-4-piperidyl]-3-(4-fluorophenyl)propylamine hydrochloride Cl.ClC=1N=C(C2=C(N1)C(=CS2)C)N2CCC(CC2)NCCCC2=CC=C(C=C2)F